1-(3-(2,2-difluoroethoxy)-4-methyl-1-phenyl-1H-pyrazol-5-yl)-3-((3S,4R)-4-(3,4-difluorophenyl)-1-(2-methoxyethyl)pyrrolidin-3-yl)urea FC(COC1=NN(C(=C1C)NC(=O)N[C@@H]1CN(C[C@H]1C1=CC(=C(C=C1)F)F)CCOC)C1=CC=CC=C1)F